C(CCCCCCCCCCCCCCC)(=O)OCC(CCCCCCCC)CCCCCCCC 2-octyl-decyl palmitate